Cl.ClC=1C=C(C=CC1C#N)OC1CCC(CC1)C(=O)NC=1N=NC(=CC1)N1CCNCC1 4-[(3-chloro-4-cyanophenyl)oxy]-N-[6-(piperazin-1-yl)-1,2-diazin-3-yl]cyclohexanecarboxamide hydrochloride